ClC=1C=C2C=NN(C2=CC1C1CC(C1)C(C#CC)=O)C1OCCCC1 1-(3-(5-chloro-1-(tetrahydro-2H-pyran-2-yl)-1H-indazol-6-yl)cyclobutyl)but-2-yn-1-one